C(C)C1=C(OC=2C(=NC(=NC2)N)N)C=C(C(=C1)OC)OC 5-(2-Ethyl-4,5-dimethoxy-phenoxy)-pyrimidine-2,4-diamin